C(C)(=O)N1CCC(CC1)NCC1=C(C=C(C=C1)C1=NC=CC(=C1Cl)C=1C(=C(C=CC1)NC(=O)C=1C(N(C(N(C1)C)=O)C)=O)Cl)OC N-(3-(2-(4-(((1-acetylpiperidin-4-yl)amino)methyl)-3-methoxyphenyl)-3-chloropyridin-4-yl)-2-chlorophenyl)-1,3-dimethyl-2,4-dioxo-1,2,3,4-tetrahydropyrimidine-5-carboxamide